(2-phenylquinolin-3-yl) ether C1(=CC=CC=C1)C1=NC2=CC=CC=C2C=C1OC=1C(=NC2=CC=CC=C2C1)C1=CC=CC=C1